ethyl (5S)-3-[2-chloro-5-[2,4-dioxo-6-(trifluoromethyl)-1H-pyrimidin-3-yl]-4-fluoro-phenyl]-5-methyl-4H-isoxazole-5-carboxylate ClC1=C(C=C(C(=C1)F)N1C(NC(=CC1=O)C(F)(F)F)=O)C1=NO[C@@](C1)(C(=O)OCC)C